(Z)-4-(2-quinolinylmethylene)-2-((E)-4-(dimethylamino)styryl)oxazol-5(4H)-one N1=C(C=CC2=CC=CC=C12)\C=C\1/N=C(OC1=O)\C=C\C1=CC=C(C=C1)N(C)C